5-(3-methoxyphenyl)-7-(trifluoromethyl)pyrazolo[1,5-a]pyrimidine COC=1C=C(C=CC1)C1=NC=2N(C(=C1)C(F)(F)F)N=CC2